C1(=CC=CC=C1)C1CCCCCCCCC1=NO phenylcyclodecane-10-one oxime